C(C1=CC=CC=C1)NC(CCC[Te]C)=O N-benzyl-4-(methyltellanyl)butanamide